C(C)(C)(C)OC(NC1=C(C2=C(S1)C=CC(=C2C2=C(C=C1C(=NC(=NC1=C2F)F)N2CCOC[C@@](C2)(C)O[Si](C)(C)C(C)(C)C)C#N)F)C#N)=O (4-(4-((S)-6-((tert-butyldimethylsilyl)oxy)-6-methyl-1,4-oxazepan-4-yl)-6-cyano-2,8-difluoroquinazolin-7-yl)-3-cyano-5-fluorobenzo[b]thiophen-2-yl)carbamic acid tert-butyl ester